O=C1N(C(CC1)=O)C(C(=O)[O-])I 2,5-dioxopyrrolidin-1-yl-2-iodoacetate